Methyl-2-((tert-butoxycarbonyl)amino)-7-((3'-methyl-[1,1'-biphenyl]-2-yl)oxy)-1,2,3,4-tetrahydronaphthalene CC1C(CCC2=CC=C(C=C12)OC1=C(C=CC=C1)C1=CC(=CC=C1)C)NC(=O)OC(C)(C)C